2-(1,3-dimethylpyrrolo[1,2-a]pyrazin-7-yl)-7-[(3R)-3-methylpiperazin-1-yl]-4H-pyrido[1,2-a]pyrimidin-4-one CC=1C=2N(C=C(N1)C)C=C(C2)C=2N=C1N(C(C2)=O)C=C(C=C1)N1C[C@H](NCC1)C